trans-1-benzyl-4-(4-chlorophenyl)pyrrolidine-3-carbonitrile C(C1=CC=CC=C1)N1C[C@H]([C@@H](C1)C1=CC=C(C=C1)Cl)C#N